2-[(bicyclo[2.2.2]oct-5-en-2-yl)oxy]ethyl methacrylate C(C(=C)C)(=O)OCCOC1C2C=CC(C1)CC2